6-chloro-2'-(2,4-dimethoxypyrimidin-5-yl)-5'-(2,5-dimethylphenyl)-3'-isopropyl-3'H-spiro[indoline-3,4'-pyrrolo[3,4-d]imidazole]-2,6'(5'H)-dione ClC1=CC=C2C(=C1)NC(C21N(C(C=2N=C(N(C21)C(C)C)C=2C(=NC(=NC2)OC)OC)=O)C2=C(C=CC(=C2)C)C)=O